Cl.N[C@@H](CCCCN=[N+]=[N-])C(=O)O L-Azidonorleucine hydrochloride